methyl 2-bromo-7-oxo-4,7-dihydropyrazolo[1,5-a]pyrimidine-5-carboxylate BrC1=NN2C(NC(=CC2=O)C(=O)OC)=C1